C(#N)C1(CC=C(C=C1)C1=CC=CC=C1)CCCCCCCC1(CC=C(C=C1)C1=CC=CC=C1)C#N 1,7-bis(4-cyanobiphenyl-4-yl)heptane